NC1=CC=C(C(=C1C(=O)N(C)C)F)C=1C(=C2C(=NC1)NCC21CC(CC1)N1N=CN=C1)Cl 6-Amino-3-(4'-chloro-3-(1H-1,2,4-triazol-1-yl)-1',2'-dihydrospiro[cyclopentane-1,3'-pyrrolo[2,3-b]pyridin]-5'-yl)-2-fluoro-N,N-dimethylbenzamide